tert-butyl (2-((3S,4S)-3-methoxy-4-(3-tridecylureido)pyrrolidin-1-yl)-2-oxoethyl)carbamate CO[C@H]1CN(C[C@@H]1NC(=O)NCCCCCCCCCCCCC)C(CNC(OC(C)(C)C)=O)=O